1-[(2R,3R)-3-Amino-2-[2-methyl-3-(trideuteriomethoxy)phenyl]pyrrolidin-1-yl]-2-[3,5-bis(trifluoromethyl)-2-pyridyl]ethanone hydrochloride Cl.N[C@H]1[C@H](N(CC1)C(CC1=NC=C(C=C1C(F)(F)F)C(F)(F)F)=O)C1=C(C(=CC=C1)OC([2H])([2H])[2H])C